(5R,8R)-N-(2,4-difluoro-benzyl)-5-fluoro-8-hydroxy-5,6,7,8-tetrahydroquinoline-5-carboxamide FC1=C(CNC(=O)[C@@]2(C=3C=CC=NC3[C@@H](CC2)O)F)C=CC(=C1)F